COC1=CC=C(C=N1)C(CC(=O)OCC)N1N=CC(=N1)CCCC1=NC=2NCCCC2C=C1 ethyl 3-(6-methoxypyridin-3-yl)-3-(4-(3-(5,6,7,8-tetrahydro-1,8-naphthyridin-2-yl)propyl)-2H-1,2,3-triazol-2-yl)propanoate